(R)-6-(3-(2,3-difluorophenyl)isoxazolidin-2-yl)-N-(2-methoxy-4-(1-methylpiperidine-4-yl)phenyl)pyrimidin-4-amine FC1=C(C=CC=C1F)[C@@H]1N(OCC1)C1=CC(=NC=N1)NC1=C(C=C(C=C1)C1CCN(CC1)C)OC